(5-methylpiperidin-2-yl)-2-(1-methylpiperidin-4-yl)benzo[d]thiazole CC1CCC(NC1)C1=CC=CC2=C1N=C(S2)C2CCN(CC2)C